3-(cyclohexylamino)2-hydroxy-1-propanesulfonic acid C1(CCCCC1)NCC(CS(=O)(=O)O)O